tert-butyl (3R,6S)-3-((tert-butoxycarbonyl)(hydroxy)amino)-6-carbamoyl-4-methyl-3,6-dihydropyridine-1(2H)-carboxylate C(C)(C)(C)OC(=O)N([C@H]1CN([C@@H](C=C1C)C(N)=O)C(=O)OC(C)(C)C)O